C1(CC1)CC1=NC2=C(C=C(C=C2C(N1C)=O)C)[C@@H](C)N[S@](=O)C(C)(C)C (R)-N-((R)-1-(2-(cyclopropylmethyl)-3,6-dimethyl-4-oxo-3,4-dihydroquinazolin-8-yl)ethyl)-2-methylpropane-2-sulfinamide